C1=CC(=CC=2C3=CC=CC=C3NC12)CC=1NC2=CC=CC=C2C1CCNC(C=C)=O N-(2-(2-((9H-carbazol-3-yl)methyl)-1H-indol-3-yl)ethyl)acrylamide